1-(3-chloro-2,4,5-trifluorophenyl)propane-1,3-diol ClC=1C(=C(C=C(C1F)F)C(CCO)O)F